C(C1=CC=CC=C1)O[C@H]1[C@]([C@@H](O[C@@H]1COCC1=CC=CC=C1)N1C2=NC(=NC(=C2N=C1)NC)N)(F)Cl 9-((2R,3S,4R,5R)-4-(benzyloxy)-5-((benzyloxy)methyl)-3-chloro-3-fluorotetrahydrofuran-2-yl)-N6-methyl-9H-purine-2,6-diamine